(4-fluorophenyl)-1-methylethylamine FC1=CC=C(C=C1)NC(C)C